O=C1OC2=CC(=CC=C2C(=C1)C1=C(C=CC=C1)C)CNC(=O)C1CCC(CC1)C(=O)O 4-(((2-oxo-4-(o-tolyl)-2H-chromen-7-yl)methyl)carbamoyl)cyclohexane-1-carboxylic acid